N-(4-chloro-2-(pyridin-3-yl)thiazol-5-yl)-N-ethyl-3-(methylthio)propionamide tert-butyl-7-bromo-6-fluoro-3,4-dihydroisoquinoline-2(1H)-carboxylate C(C)(C)(C)OC(=O)N1CC2=CC(=C(C=C2CC1)F)Br.ClC=1N=C(SC1N(C(CCSC)=O)CC)C=1C=NC=CC1